2-(4-(2-(3,4-dimethoxyphenyl)-3-ethyl-6-methoxy-1H-indol-5-yl)piperidin-1-yl)-N-methylethylamine COC=1C=C(C=CC1OC)C=1NC2=CC(=C(C=C2C1CC)C1CCN(CC1)CCNC)OC